COC1=CC=C(C=N1)[C@H]1CN(C[C@H](C1)NC(C1=NC=CC=C1)=O)C(=O)OC(C)(C)C tert-butyl (3S,5S)-3-(6-methoxypyridin-3-yl)-5-(picolinamido)piperidine-1-carboxylate